N-(5-((2-Chloropyridin-4-yl)oxy)pyridin-2-yl)-1-isopropyl-2-oxo-1,2-dihydropyridine-3-carboxamide ClC1=NC=CC(=C1)OC=1C=CC(=NC1)NC(=O)C=1C(N(C=CC1)C(C)C)=O